C(C=C)(=O)O.FN=C=O fluoroisocyanate acrylate